CC1CC2=C(C3=CC=CC=C3N=C2/C(/C1)=C/C1=CC(=CC=C1)[N+](=O)[O-])C(=O)O (E)-2-methyl-4-(3-nitrobenzylidene)-1,2,3,4-tetrahydroacridine-9-carboxylic acid